(R)-N-(1-(5-(2-methyl-4-phenoxyphenyl)-4-oxo-4,5-dihydro-3H-1-thia-3,5,8-triazaacenaphthylene-2-carbonyl)pyrrolidin-3-yl)acrylamide CC1=C(C=CC(=C1)OC1=CC=CC=C1)N1C(NC2=C(SC=3N=CC=C1C32)C(=O)N3C[C@@H](CC3)NC(C=C)=O)=O